((2R)-tert-butyl 1-((1-(6-((2-amino-2-oxo-1-phenylethyl) thio)-3,5-dicyano-4-ethylpyridin-2-yl) piperidin-4-yl) amino)-1-oxopropan-2-yl) carbamate C(N)(O[C@@H](C(=O)NC1CCN(CC1)C1=NC(=C(C(=C1C#N)CC)C#N)SC(C(=O)N)C1=CC=CC=C1)CC(C)(C)C)=O